FC(C1=CC=C(C=C1)N1N=C(C=C1C(C)C)N1CCN(CC1)CCN1CCOCC1)F 4-[2-[4-[1-[4-(difluoromethyl)phenyl]-5-isopropyl-pyrazol-3-yl]piperazin-1-yl]ethyl]morpholine